NC1=NC(=NC=C1C(F)(F)F)C=1C=C2C=CN(C(C2=CC1F)=O)CCC[C@H](COC([2H])([2H])[2H])NC=1C=NNC(C1C(F)(F)F)=O 6-[4-amino-5-(trifluoromethyl)pyrimidin-2-yl]-7-fluoro-2-[(4R)-4-[[6-oxo-5-(trifluoromethyl)-1H-pyridazin-4-yl]amino]-5-(trideuteriomethoxy)pentyl]isoquinolin-1-one